sec-butoxyazobenzene tert-Butyl-(S)-(1-hydrazineyl-3-hydroxy-1-oxopropan-2-yl)carbamate C(C)(C)(C)N(C(O)=O)[C@H](C(=O)NN)CO.C(C)(CC)OC1=C(C=CC=C1)N=NC1=CC=CC=C1